4-(triisopropyl)silyl-bromobenzene C(C)(C)[Si](C1=CC=C(C=C1)Br)(C(C)C)C(C)C